C(C)(C)OCCN1CCN(CC1)C1=CC(=NC=C1)NC=1SC2=C(N1)C=CC(=C2)C2=CC=NC=C2 N-(4-(4-(2-isopropoxy-ethyl)piperazin-1-yl)-pyridin-2-yl)-6-(pyridin-4-yl)benzo[d]thiazol-2-amine